COC(C=C)=O.[N-]=C=O.[N-]=C=O.C1(=CC=CC=C1)CC1=CC=CC=C1 diphenylmethane diisocyanate methyl-acrylate